N-(2-chloro-5-(1,3-dioxo-1,3,4,5,6,7-hexahydro-2H-isoindole-2-yl)-4-fluorophenyl)amide ClC1=C(C=C(C(=C1)F)N1C(C=2CCCCC2C1=O)=O)[NH-]